1-(2-aminopropyloxy)propan NC(COCCC)C